5-chloro-3-[2,6-difluoro-3-[[(4-fluorophenyl)-methyl-sulfamoyl]amino]benzoyl]-1H-pyrrolo[2,3-b]pyridine ClC=1C=C2C(=NC1)NC=C2C(C2=C(C(=CC=C2F)NS(N(C)C2=CC=C(C=C2)F)(=O)=O)F)=O